C1C(CC12CCC2)N2CCC1=CC=C(C=C21)NS(=O)(=O)C N-(1-(spiro[3.3]heptan-2-yl)indolin-6-yl)methanesulfonamide